1-(3-ammoniopropyl)-3-methyl-1,3-diazinan [NH3+]CCCN1CN(CCC1)C